OC(CN(CCN(C)C)CCN(C)C)C N'-(2-hydroxypropyl)-N,N,N'',N''-tetramethyldiethylenetriamine